potassium tridecanol C(CCCCCCCCCCCC)O.[K]